FC(C=1C=C(C=C(C1)C(F)(F)F)C1=NN(C=N1)\C=C/C(=O)NNC(=O)C=1C=NNC1C)(F)F (Z)-N'-(3-(3-(3,5-bis(trifluoromethyl)phenyl)-1H-1,2,4-triazol-1-yl)acryloyl)-5-methyl-1H-pyrazole-4-carbohydrazide